C(#N)C1=CC(=C(COC2=CC=CC(=N2)N2[C@@H]3[C@H](N(CC2)CC2=NC4=C(N2C[C@H]2OCC2)C=C(C=C4)C(=O)O)COC3)C=C1)F |&1:15,16| 2-(((4aRS,7aSR)-4-(6-((4-Cyano-2-fluorobenzyl)oxy)pyridin-2-yl)hexahydrofuro[3,4-b]pyrazin-1(2H)-yl)methyl)-1-(((S)-oxetan-2-yl)methyl)-1H-benzo[d]imidazole-6-carboxylic acid